2-Isoindolin-2-yl-8-[1-(2-isoxazol-5-ylanilino)ethyl]-6-methyl-chromen-4-one C1N(CC2=CC=CC=C12)C=1OC2=C(C=C(C=C2C(C1)=O)C)C(C)NC1=C(C=CC=C1)C1=CC=NO1